O=C1NC(CCC1N1C(N(C2=C1C=CC(=C2)CCC(=O)O)C)=O)=O 3-[1-(2,6-Dioxo-3-piperidyl)-3-methyl-2-oxo-benzimidazol-5-yl]propanoic acid